B(OC1=C(C(=C(C(=C1F)F)F)F)F)(OC1=C(C(=C(C(=C1F)F)F)F)F)OC1=C(C(=C(C(=C1F)F)F)F)F [tris(pentafluorophenyl)] borate